Trifluorobromobenzene 8-(Oxetan-3-yl)-8-azaspiro[4.5]decan-2-yl(8-amino-7-fluoro-6-(8-methyl-2,3-dihydro-1H-pyrido[2,3-b][1,4]oxazin-7-yl)isoquinolin-3-yl)carbamate O1CC(C1)N1CCC2(CCC(C2)N(C(O)=O)C=2N=CC3=C(C(=C(C=C3C2)C2=C(C3=C(OCCN3)N=C2)C)F)N)CC1.FC1=C(C(=C(C=C1)Br)F)F